COCC(=O)NC=1C(=C(C(=O)[O-])C(=C(C1I)C(=O)NCC(CO)O)I)I.[K+] potassium 3-methoxyacetamido-5-(2,3-dihydroxyn-propylaminoformyl)-2,4,6-triiodobenzoate